C(=O)(O)N1CCCCC1 carboxylpiperidine